3-iodo-2-(2,4,6-trichlorophenyl)pyridine IC=1C(=NC=CC1)C1=C(C=C(C=C1Cl)Cl)Cl